3-Amino-4-(2-chloro-5-fluorophenyl)-1-methyl-4,5-dihydropyrrol NC1=CN(CC1C1=C(C=CC(=C1)F)Cl)C